4-amino-N-(4-(methoxymethyl)phenyl)-7-(1-methylcyclopropyl)-6-(3-(1-oxidothiomorpholino)prop-1-yn-1-yl)-7H-pyrrolo[2,3-d]pyrimidine-5-carboxamide NC=1C2=C(N=CN1)N(C(=C2C(=O)NC2=CC=C(C=C2)COC)C#CCN2CCS(CC2)=O)C2(CC2)C